2-{[tert-butyl(dimethyl)silyl]oxy}ethanol Tert-butyl-(4-(2-(4-((2-(2-oxo-6-azaspiro[3.3]heptane-6-yl)pyrimidin-4-yl)methoxy)benzeneyl)propan-2-yl)phenethyl)carbamate C(C)(C)(C)N(C(=O)OCCO[Si](C)(C)C(C)(C)C)CCC1=CC=C(C=C1)C(C)(C)C1=CC=C(C=C1)OCC1=NC(=NC=C1)N1CC2(CC(C2)=O)C1